tert-butyl (3-((3,6-dichloro-1,2,4-triazin-5-yl)amino)-4-fluorophenyl)carbamate ClC=1N=NC(=C(N1)NC=1C=C(C=CC1F)NC(OC(C)(C)C)=O)Cl